2-[4-(4-carboxyphenyl)-6-(3-R-hydroxypiperidin-1-yl)pyrimidin-2-ylamino]-4-methylthiazole-5-carboxylic acid ethyl ester C(C)OC(=O)C1=C(N=C(S1)NC1=NC(=CC(=N1)C1=CC=C(C=C1)C(=O)O)N1C[C@@H](CCC1)O)C